(R)-(1-fluorocyclopropyl)((R)-5H-imidazo[5,1-a]isoindol-5-yl)methanol FC1(CC1)[C@H](O)[C@@H]1N2C(C3=CC=CC=C13)=CN=C2